C(C)OC(C)N1N=CC(=C1)C=1C=CC=2N(C1N1CCCCC1)N=C(N2)N[C@H]2C[C@H](CCC2)N2CC1=CC=C(C=C1C2=O)NC(OCC2=CC=CC=C2)=O Benzyl (2-((1S,3R)-3-((6-(1-(1-ethoxyethyl)-1H-pyrazol-4-yl)-5-(piperidin-1-yl)-[1,2,4]triazolo[1,5-a]pyridin-2-yl)amino)cyclohexyl)-3-oxoisoindolin-5-yl)carbamate